(2R)-2-(6-{5-chloro-2-[(2-methylpyrimidin-4-yl)amino]pyrimidin-4-yl}-1-oxo-2,3-dihydro-1H-isoindol-2-yl)-N-[(1S)-2-hydroxy-1-(3-methylphenyl)ethyl]propanamide ClC=1C(=NC(=NC1)NC1=NC(=NC=C1)C)C1=CC=C2CN(C(C2=C1)=O)[C@@H](C(=O)N[C@H](CO)C1=CC(=CC=C1)C)C